CC1(CN(CC1)C(=O)OC(C)(C)C)C=C tert-butyl 3-methyl-3-vinylpyrrolidine-1-carboxylate